C(=C)SC=1OC2=C(N1)C=C(C=C2)C(C)(C)C 2-vinylthio-5-tert-butylbenzoxazole